1-oxyl-2,2,6,6-tetramethylpiperidin-4-yl-(4-tert-butyl)benzoate ON1C(CC(CC1(C)C)OC(C1=CC=C(C=C1)C(C)(C)C)=O)(C)C